ClC1=C(C=C2C(=NC=NC2=C1)N1CCN(CC1)C(C=C)=O)C1=CC=C(C=C1)O 1-(4-(7-chloro-6-(4-hydroxyphenyl)quinazolin-4-yl)piperazin-1-yl)prop-2-en-1-one